4-{5-[(cyclopropylmethyl)sulfanyl]pyrazin-2-yl}-1',3'-dihydrospiro[cyclohexane-1,2'-inden]-3'-amine hydrochloride Cl.C1(CC1)CSC=1N=CC(=NC1)C1CCC2(CC3=CC=CC=C3C2N)CC1